2-(3-((methylamino)methyl)pyrrolidin-1-yl)pyrimidine-5-carboxamide 4-methylbenzenesulfonate CC1=CC=C(C=C1)S(=O)(=O)O.CNCC1CN(CC1)C1=NC=C(C=N1)C(=O)N